(2R,3R,3aR,11aS)-2-hydroxy-3-[(1E,3ξ)-3-hydroxy-3-(1-phenoxycyclobutyl)-1-propen-1-yl]-10-methyl-1,2,3,3a,4,5,6,11a-octahydrobenzo[b]cyclopenta[g]oxocine-9-carboxylic acid O[C@@H]1C[C@H]2[C@H](CCCC3=C(O2)C(=C(C=C3)C(=O)O)C)[C@H]1\C=C\C(C1(CCC1)OC1=CC=CC=C1)O